Cl.OCC(=O)N1CCNCC1 2-hydroxy-1-piperazin-1-yl-ethanone hydrochloride